N-(3-(3-bromophenoxy)propyl)pyrrolidin-3-ol ditungsten (III) [W+3].[W+3].BrC=1C=C(OCCCN2CC(CC2)O)C=CC1